CC1(COC1)C1=NOC(=C1)NC(=O)N1N(CCC1)C1=CC=C(C=C1)C(F)(F)F N-(3-(3-methyloxetan-3-yl)isoxazol-5-yl)-2-(4-(trifluoromethyl)phenyl)pyrazolidine-1-carboxamide